[I-].NCC1=CC=C(C=C1)C(C=CC1=[N+](C2=CC=CC=C2C1(C)C)C)=CC=C1N(C2=CC=CC=C2C1(C)C)C 2-[3-(4-aminomethylphenyl)-5-(1,3-dihydro-1,3,3-trimethyl-2H-indol-2-ylidene)-1,3-pentadien-1-yl]-1,3,3-trimethyl-3H-indolium iodide